CC(CO)(CO)CO tris(hydroxymethyl)ethane